(2S,3R,4S,5S)-3-(4-bromophenyl)-2,4-dimethyl-4-nitro-5-phenylpyrrolidine-2-carboxylic acid methyl ester COC(=O)[C@]1(N[C@H]([C@]([C@@H]1C1=CC=C(C=C1)Br)([N+](=O)[O-])C)C1=CC=CC=C1)C